NCC1=C(C=NC(=C1O)C)COC1=C(OP(=O)=N[C@H](C(=O)OCC2=CC=CC=C2)C)C=CC=C1 (2S)-Benzyl 2-(((4-(aminomethyl)-5-hydroxy-6-methylpyridin-3-yl)methoxy)(phenoxy)phosphorylamino)propanoate